CC1=CC(=NC(=N1)N1CC(C1)OC1=C(C=CC=C1)C(F)(F)F)C(=O)OC methyl 6-methyl-2-(3-(2-(trifluoromethyl)phenoxy)azetidin-1-yl)pyrimidine-4-carboxylate